[Cl-].[Cl-].C[Si](=[Zr+2](C1C=CC=C1)C1C=CC=C1)C dimethylsilylenebis(cyclopentadienyl)zirconium dichloride